ethyl 6-bromo-5-methylsulfanyl-4-oxo-1-[4-(trifluoromethoxy)phenyl]cinnoline-3-carboxylate BrC=1C(=C2C(C(=NN(C2=CC1)C1=CC=C(C=C1)OC(F)(F)F)C(=O)OCC)=O)SC